6-Chloro-3-[3-(4-chloro-3,5-dimethylphenoxy)propyl]-1-[2-(piperazin-1-yl)ethyl]-7-(1,3,5-trimethyl-1H-pyrazol-4-yl)-1H-indole-2-carboxylic acid hydrochloride Cl.ClC1=CC=C2C(=C(N(C2=C1C=1C(=NN(C1C)C)C)CCN1CCNCC1)C(=O)O)CCCOC1=CC(=C(C(=C1)C)Cl)C